Phenyl-4-[(1R)-1-{4-[(1S)-1-{[7-oxo-8-(propan-2-yl)-7,8-dihydropyrido[2,3-d]pyrimidin-2-yl]amino}ethyl] phenyl}propyl]piperazin-1-carboxylat C1(=CC=CC=C1)OC(=O)N1CCN(CC1)[C@H](CC)C1=CC=C(C=C1)[C@H](C)NC=1N=CC2=C(N1)N(C(C=C2)=O)C(C)C